5-cyclopropyl-2-[5-(ethanesulfonyl)-6'-(1-fluorocyclopropyl)-[3,3'-bipyridin]-6-yl]-3-methyl-6-(trifluoromethyl)imidazo[4,5-c]pyridin-4-one C1(CC1)N1C(C2=C(C=C1C(F)(F)F)N=C(N2C)C2=C(C=C(C=N2)C=2C=NC(=CC2)C2(CC2)F)S(=O)(=O)CC)=O